5'-(2,2-difluoro-1-hydroxyethyl)-2'-fluoro-4-methoxy-[1,1'-biphenyl]-3-carboxylic acid FC(C(O)C=1C=CC(=C(C1)C1=CC(=C(C=C1)OC)C(=O)O)F)F